ClC(C1=NC(=NO1)C1=CC=C(CN2N=CC(=C2)N)C=C1)(F)F 1-(4-{5-[chloro(difluoro)methyl]-1,2,4-oxadiazol-3-yl}benzyl)-1H-pyrazol-4-amine